NC1CC2(CN(C2)C(=O)C2=C(C=C(C=C2)NC(=O)C=2N(C(=CN2)C=2C(=NN(C2)C2=NC=C(C=C2)N)C(F)(F)F)C)Cl)C1 N-[4-(6-amino-2-azaspiro[3.3]heptane-2-carbonyl)-3-chloro-phenyl]-5-[1-(5-amino-2-pyridyl)-3-(trifluoromethyl)pyrazol-4-yl]-1-methylimidazole-2-carboxamide